FC(CC1=C(NC2=CC=C(C=C12)C1CCN(CC1)C(C[C@H](C)O)=O)C=1C=CC=2N(C1)C=C(N2)C)F (S)-1-(4-(3-(2,2-Difluoroethyl)-2-(2-methylimidazo[1,2-a]pyridin-6-yl)-1H-indol-5-yl)piperidin-1-yl)-3-hydroxybutan-1-on